NCCN(C(=O)C=1N(C(C=CC1)=O)OCC1=CC=CC=C1)CCOCCOCCOCCNC(C1=CC=C(C=C1)[N+](=O)[O-])=O N-{2-[2-(2-{2-[N-(2-Aminoethyl)-1-[1-(benzyloxy)-6-oxopyridin-2-yl]formamido]ethoxy}ethoxy)ethoxy]ethyl}-4-nitrobenzamide